1-undecanoyl-2-hydroxy-sn-glycero-3-phosphocholine C(CCCCCCCCCC)(=O)OC[C@@H](OO)COP(=O)([O-])OCC[N+](C)(C)C